2-(1-pyrazolyl)-pyrimidine N1(N=CC=C1)C1=NC=CC=N1